C1(=CC=CC2=CC=CC=C12)O racemic-alpha-naphthol